C1(CCCC1)COC1=CC2=C(C(=NO2)NS(=O)(=O)N2CCC(CC2)O[C@H]2CN(CC2)C(=O)OC(C)(C)C)C=C1C1CC1 (R)-tert-butyl 3-((1-(N-(6-(cyclopentylmethoxy)-5-cyclopropylbenzo[d]isoxazol-3-yl)sulfamoyl)piperidin-4-yl)oxy)pyrrolidine-1-carboxylate